2-Benzyloxy-N-(5,6-dimethoxy-benzothiazol-2-yl)-2-(4-ethanesulfonyl-phenyl)-acetamide C(C1=CC=CC=C1)OC(C(=O)NC=1SC2=C(N1)C=C(C(=C2)OC)OC)C2=CC=C(C=C2)S(=O)(=O)CC